benzyl 4-((1-(tert-butoxycarbonyl)pyrrolidin-3-yl)methyl)piperidine-1-carboxylate C(C)(C)(C)OC(=O)N1CC(CC1)CC1CCN(CC1)C(=O)OCC1=CC=CC=C1